7-(5-(1-methyl-1H-pyrazol-4-yl)-1H-pyrrolo[2,3-b]pyridin-3-yl)-3,4-dihydropyrrolo[1,2-a]pyrazin-1(2H)-one CN1N=CC(=C1)C=1C=C2C(=NC1)NC=C2C=2C=C1N(CCNC1=O)C2